5-((1-fluorocyclopropyl)methoxy)-1,3,4-thiadiazol-2-amine FC1(CC1)COC1=NN=C(S1)N